6-(3-(2,4-dimethylthiazol-5-yl)-7,8-dihydro-1,6-naphthyridin-6(5H)-yl)-4,5-dimethylpyridazine-3-carbonitrile CC=1SC(=C(N1)C)C=1C=NC=2CCN(CC2C1)C1=C(C(=C(N=N1)C#N)C)C